C1(=C(C(C(C(C1([2H])[2H])([2H])[2H])([2H])[2H])([2H])[2H])[2H])O[Si](C)(C)C ((cyclohex-1-en-1-yl-d9)oxy)trimethylsilane